1-(4-sulfophenyl)-3-ethoxycarbonyl-5-pyrazolone S(=O)(=O)(O)C1=CC=C(C=C1)N1N=C(CC1=O)C(=O)OCC